C(C)(C)(C)OC(=O)N1CC2(C1)CCN(CC2)C=2SC(=CN2)C2=C(C=C(C=C2)N)S(NC(C)(C)C)(=O)=O.NC=2C=CC=C(C2)S(=O)(=O)NC(C)(C)C 5-amino-N-(tert-butyl)benzenesulfonamide tert-butyl-7-(5-(4-amino-2-(N-(tert-butyl)sulfamoyl)phenyl)thiazol-2-yl)-2,7-diazaspiro[3.5]nonane-2-carboxylate